cyclohexyl-nitrosourea C1(CCCCC1)N(C(=O)N)N=O